6,N*5*-diphenyl-[1,2,4]triazine-3,5-diamine C1(=CC=CC=C1)C1=C(N=C(N=N1)N)NC1=CC=CC=C1